(S)-2,2-dimethyl-4-(3-((6-sulfamoylpyridin-2-yl)amino)propyl)pyrrolidine-1-carboxylic acid tert-butyl ester C(C)(C)(C)OC(=O)N1C(C[C@@H](C1)CCCNC1=NC(=CC=C1)S(N)(=O)=O)(C)C